3-(2-Chlorophenyl)-5-methyl-pyrazol-4-ol ClC1=C(C=CC=C1)C1=NNC(=C1O)C